methyl ((1R,2S,5S)-3-((S)-3,3-dimethyl-2-(2,2,2-trifluoroacetamido)-butanoyl)-6,6-dimethyl-3-azabicyclo[3.1.0]hexane-2-carbonyl)-L-valinate CC([C@@H](C(=O)N1[C@@H]([C@H]2C([C@H]2C1)(C)C)C(=O)N[C@@H](C(C)C)C(=O)OC)NC(C(F)(F)F)=O)(C)C